(2,4-di-butylphenyl) phosphite P(OC1=C(C=C(C=C1)CCCC)CCCC)([O-])[O-]